Cl.Cl.CC1=CC(=NN1)NC=1N=C(C=2C=CC=NC2C1)N N7-(5-methyl-1H-pyrazol-3-yl)-1,6-naphthyridine-5,7-diamine dihydrochloride